N-(3-(3-Cyclohexylprop-1-yn-1-yl)-1-methyl-1H-pyrrolo[2,3-b]pyridin-5-yl)acrylamide C1(CCCCC1)CC#CC1=CN(C2=NC=C(C=C21)NC(C=C)=O)C